5-(4-(azetidin-3-yl)piperidin-1-yl)-2-(2,6-dioxopiperidin-3-yl)isoindole-1,3-dione N1CC(C1)C1CCN(CC1)C=1C=C2C(N(C(C2=CC1)=O)C1C(NC(CC1)=O)=O)=O